BrC=1C(=C(C=CC1)C=1OC2=C(N1)C=C(C=C2)CO)C (2-(3-bromo-2-methylphenyl)benzo[d]oxazol-5-yl)methanol